(6-aminopyridin-2-yl) (1-methylpiperidin-4-yl) ketone CN1CCC(CC1)C(=O)C1=NC(=CC=C1)N